C(C)(=O)N1CC(C1)CC1N(CCC2=CC=C(C=C12)OC1=CC=C(C=C1)C(F)(F)F)C(CCS(=O)(=O)C)=O 1-(1-((1-acetylazetidin-3-yl)methyl)-7-(4-(trifluoromethyl)phenoxy)-3,4-dihydroisoquinolin-2(1H)-yl)-3-(methyl-sulfonyl)propan-1-one